[4-(4-fluoro-3-methyl-phenyl)-7-hydroxy-3-isopropyl-2-quinolinyl]butanoic acid FC1=C(C=C(C=C1)C1=C(C(=NC2=CC(=CC=C12)O)C(C(=O)O)CC)C(C)C)C